difluoro oxide FOF